4-chloro-5-methyl-pyrrolo[3,2-d]pyrimidine ClC=1C2=C(N=CN1)C=CN2C